O=C1NN=C(C2=CC=CC=C12)CC(=O)O 2-(4-oxo-3,4-dihydrophthalazin-1-yl)acetic acid